4-phenyl-2-oxo-oxazolidin C1(=CC=CC=C1)C1NC(OC1)=O